CC1=CNC=2N=C(N=C(C21)NC2CC1CCC(C2)N1CCC#N)NC1=NNC(=C1)C 3-((3-exo)-3-((5-methyl-2-((5-methyl-1H-pyrazol-3-yl)amino)-7H-pyrrolo[2,3-d]pyrimidin-4-yl)amino)-8-azabicyclo[3.2.1]oct-8-yl)propionitrile